(3R)-4-[7-(1-methanesulfonylcyclopropyl)-3-{1-[tris(propan-2-yl)silyl]-1H-pyrrol-3-yl}pyrazolo[1,5-a]pyrimidin-5-yl]-3-methylmorpholine CS(=O)(=O)C1(CC1)C1=CC(=NC=2N1N=CC2C2=CN(C=C2)[Si](C(C)C)(C(C)C)C(C)C)N2[C@@H](COCC2)C